OC1=C(C(=O)C2=CC=CC=C2)C=CC(=C1)O 2,4-di-hydroxybenzophenone